2-((2,6-difluorobenzyl)(ethoxycarbonyl)amino)-4-((dimethylamino)methyl)-5-(4-(3-methoxyureido)phenyl)thiophene-3-carboxylic acid FC1=C(CN(C=2SC(=C(C2C(=O)O)CN(C)C)C2=CC=C(C=C2)NC(=O)NOC)C(=O)OCC)C(=CC=C1)F